methyl N6-(tert-butoxycarbonyl)-N2-(6-((tert-butoxycarbonyl)amino)hexyl)-N2-((2-nitrophenyl)sulfonyl)-L-lysinate C(C)(C)(C)OC(=O)NCCCC[C@H](N(S(=O)(=O)C1=C(C=CC=C1)[N+](=O)[O-])CCCCCCNC(=O)OC(C)(C)C)C(=O)OC